rac-(1R,2R)-N-[2-(3-chlorophenyl)-2-methoxy-ethyl]-2-phenyl-cyclopropanecarboxamide ClC=1C=C(C=CC1)C(CNC(=O)[C@H]1[C@@H](C1)C1=CC=CC=C1)OC |r|